3,4-Difluoro-2-(2-fluoro-4-iodoanilino)-5-[[3-fluoro-2-(sulfamoylamino)pyridin-4-yl]methyl]benzoic acid FC=1C(=C(C(=O)O)C=C(C1F)CC1=C(C(=NC=C1)NS(N)(=O)=O)F)NC1=C(C=C(C=C1)I)F